CC(=CP(O)(O)=O)C DIMETHYL-VINYLPHOSPHONIC ACID